OCCN1CN(CN(C1)CCO)CCO 1,3,5-tri(2-hydroxyethyl)-hexahydro-s-triazine